N-[9-[(1R,3R,4R,7S)-1-[[bis(4-methoxyphenyl)-phenyl-methoxy]methyl]-5-methylsulfonyl-7-trimethylsiloxy-2-oxa-5-azabicyclo[2.2.1]heptan-3-yl]-6-oxo-1H-purin-2-yl]-2-methyl-propionamide COC1=CC=C(C=C1)C(OC[C@]12O[C@H]([C@H](N(C1)S(=O)(=O)C)[C@@H]2O[Si](C)(C)C)N2C=1N=C(NC(C1N=C2)=O)NC(C(C)C)=O)(C2=CC=CC=C2)C2=CC=C(C=C2)OC